C(C)(C)(C)OOC1(CC(CC(C1)C)(C)C)OOC(C)(C)C 1,1-di-(t-butylperoxy)-3,3,5-trimethylcyclohexane